methyl (2S)-1-[6-[(4-methoxyphenyl)methoxy]-4-morpholino-2-pyridyl]pyrrolidine-2-carboxylate COC1=CC=C(C=C1)COC1=CC(=CC(=N1)N1[C@@H](CCC1)C(=O)OC)N1CCOCC1